N[C@@H](CC1=CNC2=CN=CC=C12)C(=O)O 6-azatryptophan